antimony tristearate C(CCCCCCCCCCCCCCCCC)(=O)[O-].C(CCCCCCCCCCCCCCCCC)(=O)[O-].C(CCCCCCCCCCCCCCCCC)(=O)[O-].[Sb+3]